ethyl 4-[(tert-butoxycarbonylamino) methyl]-6-(4-tert-butylphenyl)-2-methyl-pyridine-3-carboxylate C(C)(C)(C)OC(=O)NCC1=C(C(=NC(=C1)C1=CC=C(C=C1)C(C)(C)C)C)C(=O)OCC